2-((S)-1-acryloyl-4-(2-(((S)-4,4-difluoro-1-methylpyrrolidin-2-yl)methoxy)-7-(naphthalen-1-ylmethyl)imidazo[2,1-f][1,2,4]triazin-4-yl)piperazin-2-yl)acetonitrile C(C=C)(=O)N1[C@H](CN(CC1)C1=NC(=NN2C1=NC=C2CC2=CC=CC1=CC=CC=C21)OC[C@H]2N(CC(C2)(F)F)C)CC#N